2-((1r,4r)-4-(2-(4-(4-(2,4-Dioxotetrahydropyrimidin-1(2H)-yl)isoquinolin-8-yl)piperazin-1-yl)ethyl)cyclohexyl)-N-(imidazo[1,2-b]pyridazin-3-yl)-6-methoxy-2H-indazole-5-carboxamide O=C1N(CCC(N1)=O)C1=CN=CC2=C(C=CC=C12)N1CCN(CC1)CCC1CCC(CC1)N1N=C2C=C(C(=CC2=C1)C(=O)NC1=CN=C2N1N=CC=C2)OC